FC=1C=C(C=CC1OC)NC(=O)C1CCC(CC1)N1C(C2=CC=CC(=C2C1)C)=O (1s,4s)-N-(3-Fluoro-4-methoxyphenyl)-4-(4-methyl-1-oxoisoindolin-2-yl)cyclohexanecarboxamide